1-[2-(4-cyclopropyl-6-methoxy-pyrimidin-5-yl)-4-[[4-[1-methyl-4-(trifluoromethyl)imidazol-2-yl]phenyl]methoxy]pyrimidin-5-yl]-2,2,2-trifluoro-N-methyl-ethanamine C1(CC1)C1=NC=NC(=C1C1=NC=C(C(=N1)OCC1=CC=C(C=C1)C=1N(C=C(N1)C(F)(F)F)C)C(C(F)(F)F)NC)OC